C(CCCCC(=O)[O-])(=O)[O-].[NH3+]CCCCC[NH3+] 5-azaniumylpentylazanium hexanedioate